Tert-Butyl((4-(methylsulfonyl)cyclohex-1-en-1-yl)methyl)carbamate C(C)(C)(C)OC(NCC1=CCC(CC1)S(=O)(=O)C)=O